C(CCCCC)(=O)[O-] caproat